2-(4-(difluoromethyl)piperidin-1-yl)-N-(6-(1-methyl-1H-pyrazol-4-yl)isoquinolin-3-yl)acetamide FC(C1CCN(CC1)CC(=O)NC=1N=CC2=CC=C(C=C2C1)C=1C=NN(C1)C)F